ClC1=CC=C2C(=C1)NC(C21N(C(C=2N=C(N(C21)C(C)C)C2=C(C=C(C=C2)OC(F)(F)F)OC)=O)C2=CC(=CC=C2)Cl)=O 6-chloro-5'-(3-chlorophenyl)-3'-isopropyl-2'-(2-methoxy-4-(trifluoromethoxy)phenyl)-3'H-spiro[indoline-3,4'-pyrrolo[3,4-d]imidazole]-2,6'(5'H)-dione